O=C1NC(CCC1N1C(C2=CC=C(C=C2C1=O)NCCC[C@@H]1C[C@@H](C1)N1N=C(C(=C1)C1=NC2=CC(=CC=C2N=C1)C1CCOCC1)C)=O)=O 2-(2,6-dioxopiperidin-3-yl)-5-((3-(cis-3-(3-methyl-4-(7-(tetrahydro-2H-pyran-4-yl)quinoxalin-2-yl)-1H-pyrazol-1-yl)cyclobutyl)propyl)amino)isoindoline-1,3-dione